C(C1=CC=CC=C1)(=O)N(C=1SC(=C(N1)C(=O)NC1C(CC1)(C)C)C)C1=CC(=NC(=C1)F)F 2-[benzoyl-(2,6-difluoro-4-pyridinyl)amino]-N-(2,2-dimethylcyclobutyl)-5-methyl-thiazole-4-carboxamide